CN(C(=O)C1=NC(=CN=C1)C1=CC=C(C=C1)C(F)(F)F)C=1SC=CN1 N-methyl-N-(thiazol-2-yl)-6-(4-(trifluoromethyl)phenyl)pyrazine-2-carboxamide